rac-N-((1R,2R)-2-((tert-butyldimethylsilyl)oxy)cyclohexyl)-5-chloro-2-methylaniline [Si](C)(C)(C(C)(C)C)O[C@H]1[C@@H](CCCC1)NC1=C(C=CC(=C1)Cl)C |r|